myristoleylamine C(CCCCCCC\C=C/CCCC)N